4-(3-chloro-2-fluoro-6-methoxyphenyl)-N-(5-((cyclohex-3-en-1-yloxy)methyl)-1,3,4-thiadiazol-2-yl)-6-methylnicotinamide ClC=1C(=C(C(=CC1)OC)C1=CC(=NC=C1C(=O)NC=1SC(=NN1)COC1CC=CCC1)C)F